2-[[1-(3-cyanophenyl)cyclopropanecarbonyl]amino]-4-[[3-fluoro-2-methoxy-propyl]-[4-(5,6,7,8-tetrahydro-1,8-naphthyridin-2-yl)butyl]amino]butanoic acid C(#N)C=1C=C(C=CC1)C1(CC1)C(=O)NC(C(=O)O)CCN(CCCCC1=NC=2NCCCC2C=C1)CC(CF)OC